methyl 4-amino-1-(imidazo[3,2-a]pyridin-6-yl)-2-oxo-7-(trifluoromethyl)-1,2-dihydroquinoline-3-carboxylate NC1=C(C(N(C2=CC(=CC=C12)C(F)(F)F)C=1C=CC=2N(C1)C=CN2)=O)C(=O)OC